C(C)(C)(C)C1=C(N=CN1)\C=C/1\C(N(\C(\C(N1)=O)=C/C1=CC(=CC=C1)C(C1=CN=CC=C1)=O)CC(C(=O)O)=C)=O 2-(((Z)-3-((5-(tert-butyl)-1H-imidazol-4-yl)methylene)-6-((Z)-3-nicotinoylbenzylidene)-2,5-dioxopiperazin-1-yl)methyl)acrylic acid